ClC=1C=C(CC2C(N(C(C23CCN(CC3)C([C@@H](C(C)C)NC(C3=C(C=CC(=C3)C(F)(F)F)F)=O)=O)=O)C)=O)C=CC1 N-((2R)-1-(4-(3-chlorobenzyl)-2-methyl-1,3-dioxo-2,8-diazaspiro[4.5]decan-8-yl)-3-methyl-1-oxobutan-2-yl)-2-fluoro-5-(trifluoromethyl)benzamide